4-methyl-2-(pyrimidin-2-yl)thiazole-5-carboxylic acid CC=1N=C(SC1C(=O)O)C1=NC=CC=N1